3,4-dimethyltetrahydrofuran-3-ol CC1(COCC1C)O